C(C)(C)(C)OC(=O)N[C@H](C(=O)OCC1=CC(=NC(=C1)Cl)Cl)CCC1=C2C=CC=NC2=CC=C1 (2,6-dichloropyridin-4-yl)methyl (S)-2-((tert-butoxycarbonyl)amino)-4-(quinolin-5-yl)butanoate